C(C)(C)(C)OC(=O)N[C@H](C(=O)O)CCCC(F)(F)F (S)-2-((tert-butoxycarbonyl)amino)-6,6,6-trifluorohexanoic acid